tert-Butyl (3R)-3-[(1S)-1-[(3-bromo-5-fluoro-phenyl)methyl]-2-tert-butoxy-2-oxo-ethyl]pyrrolidine-1-carboxylate BrC=1C=C(C=C(C1)F)C[C@H](C(=O)OC(C)(C)C)[C@@H]1CN(CC1)C(=O)OC(C)(C)C